1,2,3-thiadiazolidine S1NNCC1